C(#N)[C@@H]1N(CC1)C(=O)N(C(C(=O)NC1CCC(CC1)(F)F)C=1C=NC=CC1C(F)(F)F)C1=C(C=C(C=C1)C1CC1)F (2R)-2-cyano-N-(4-cyclopropyl-2-fluoro-phenyl)-N-[2-[(4,4-difluorocyclohexyl)amino]-2-oxo-1-[4-(trifluoromethyl)-3-pyridyl]ethyl]azetidine-1-carboxamide